C[C@@H]1NC2=CC=C3C(=C2CC1)N=C(N3CCN[C@@H]3CC[C@H](CC3)CO)CCN3C(C=CC=C3)=O (7S)-7-Methyl-2-[2-(2-oxo-1,2-dihydropyridin-1-yl)ethyl]-3-(2-{[(trans)-4-(hydroxymethyl)cyclohexyl]amino}ethyl)-3H,6H,7H,8H,9H-imidazo[4,5-f]chinolin